ClC1=NC=C(C(=N1)C1=CC(=C2C(C=C(N(C2=C1)C(C)C)C(=O)OC)=O)F)F methyl 7-(2-chloro-5-fluoropyrimidin-4-yl)-5-fluoro-1-isopropyl-4-oxo-1,4-dihydroquinoline-2-carboxylate